tert-Butyl 3-hydroxyphenylcarbamate OC=1C=C(C=CC1)NC(OC(C)(C)C)=O